1,3-dihydroxy-2-(hydroxymethyl)propan-2-aminium (4-(4-((1-(trans-4-ethoxycyclohexyl)-3-(pyrimidin-2-yl)-1H-pyrazol-4-yl)carbamoyl)thiazol-2-yl)-1H-pyrazol-1-yl)methyl-hydrogenphosphate C(C)O[C@@H]1CC[C@H](CC1)N1N=C(C(=C1)NC(=O)C=1N=C(SC1)C=1C=NN(C1)COP(=O)(O)[O-])C1=NC=CC=N1.OCC(CO)([NH3+])CO